4-amino-N-(4-aminophenyl)benzoamide NC1=CC=C(C(=O)NC2=CC=C(C=C2)N)C=C1